NC1=NC=CC(=N1)N1CCC(CC1)C(=O)N1OCC[C@H]1C=1C=C(C=NC1)C#N 5-[(3S)-2-[1-(2-aminopyrimidin-4-yl)piperidine-4-carbonyl]isoxazolidin-3-yl]pyridine-3-carbonitrile